2-methyl-2-(1-methylethyl)cyclohexanol CC1(C(CCCC1)O)C(C)C